(5-(((3S,4S)-4-azidotetrahydro-2H-pyran-3-yl)amino)furo[2,3-c]pyridin-2-yl)(2,6-difluoro-3,5-dimethoxyphenyl)methanone N(=[N+]=[N-])[C@@H]1[C@@H](COCC1)NC=1C=C2C(=CN1)OC(=C2)C(=O)C2=C(C(=CC(=C2F)OC)OC)F